N1=C2C(C=CC1=O)=CC=C2 cyclopenta[b]pyridin-2-one